ClC=1C=C(C(=NC1)OC1=CC=C2C(=N1)N(C(=N2)C(=O)NC2(CCS(CC2)(=O)=O)C)CC)OCC(F)F 5-((5-chloro-3-(2,2-difluoroethoxy)pyridin-2-yl)oxy)-3-ethyl-N-(4-methyl-1,1-dioxidotetrahydro-2H-thiopyran-4-yl)-3H-imidazo[4,5-b]pyridine-2-carboxamide